C(C)(C)(C)OC(COC1=C2CN(C(C2=CC=C1F)=O)C1C(NC(CC1)=O)=O)=O.NC1=C(C(=O)NC2=CC(=C(C(=C2)Cl)Cl)Cl)C=C(C=C1)OC=1C(=NC=CC1)C(F)(F)F 2-amino-N-(3,4,5-trichlorophenyl)-5-((2-(trifluoromethyl)pyridine-3-yl)oxy)benzamide tert-butyl-2-((2-(2,6-dioxopiperidin-3-yl)-5-fluoro-1-oxoisoindolin-4-yl)oxy)acetate